FC(COC1=CC=2N(C=C1)C=C(N2)C(=O)OCC)(F)F ethyl 7-(2,2,2-trifluoroethoxy)imidazo[1,2-a]pyridine-2-carboxylate